ClC1=CC(=C(OC=2C=C(C=C(C2)C)C=2C3=C(C(N(C2)C)=O)NC(=C3)C(=O)NCCCO)C(=C1)C)C 4-(3-(4-chloro-2,6-dimethylphenoxy)-5-methylphenyl)-N-(3-hydroxypropyl)-6-methyl-7-oxo-6,7-dihydro-1H-pyrrolo[2,3-c]pyridine-2-carboxamide